C(=O)([O-])CN(C(=O)N[C@H](C(=O)[O-])CSC)CC(=O)[O-].[Na+].[Na+].[Na+] trisodium (2R)-2-{[bis(carboxylatomethyl)carbamoyl]amino}-3-(methylsulfanyl)propanoate